FC1=C(C=CC(=C1)OC)C1=CN=C(N1)C1N(CCCC1)C(C(C)SC)=O 1-(2-(5-(2-fluoro-4-methoxyphenyl)-1H-imidazol-2-yl)piperidin-1-yl)-2-(methylsulfanyl)propan-1-one